CN1N=CN=C1C12CCCC(N1C(=O)OC(C)(C)C)C2 tert-butyl 1-(1-methyl-1H-1,2,4-triazol-5-yl)-6-azabicyclo[3.1.1]heptane-6-carboxylate